[(4-{(1S)-1-[(3-methyloxetan-3-yl)carbonylamino]ethyl}phenyl)amino]-N-[(4-chlorophenyl)methyl]carboxamide CC1(COC1)C(=O)N[C@@H](C)C1=CC=C(C=C1)NC(=O)NCC1=CC=C(C=C1)Cl